5-(5-fluoro-1H-pyrazol-4-yl)-2-{3-[(3R,5S)-3-methyl-5-(propan-2-yl)piperazin-1-yl]-1,2,4-triazin-6-yl}phenol FC1=C(C=NN1)C=1C=CC(=C(C1)O)C1=CN=C(N=N1)N1C[C@H](N[C@H](C1)C(C)C)C